2-((4-bromo-2-nitrophenyl)amino)-N-methylacetamide BrC1=CC(=C(C=C1)NCC(=O)NC)[N+](=O)[O-]